N,N-dimethylaminobenzaldehyde CN(C)C1=C(C=O)C=CC=C1